C[C@H](NC(C)(C)C)C(=O)O L-α-methyl-t-butylglycine